ClC1=C(C(C(=O)O)=C(C=C1)Cl)O 3,6-Dichlorosalicylic acid